SCCC(=O)O.SCCC(=O)O.SCCC(=O)O.C(O)C(CC)(CO)CO trimethylolpropane tris(beta-mercaptopropionate)